C(=C\C1=CC=CC=C1)/C1=CC=C(C(=O)[O-])C=C1 trans-4-styrylbenzoate